(R)-5-((((3'-chloro-2'-(2-chloro-3-((5-chloro-2-fluoro-3-(((2-hydroxyethyl)amino)methyl)phenyl)amino)phenyl)-6-methoxy-[2,4'-bipyridin]-5-yl)methyl)amino)methyl)pyrrolidin-2-one ClC=1C(=NC=CC1C1=NC(=C(C=C1)CNC[C@H]1CCC(N1)=O)OC)C1=C(C(=CC=C1)NC1=C(C(=CC(=C1)Cl)CNCCO)F)Cl